C(C(C)(C)C)(=O)OC=1C=C2CCN(CC2=CC1)C1=C(C=C(C=C1)C(F)(F)F)NCC 2-(2-(ethylamino)-4-(trifluoromethyl) phenyl)-1,2,3,4-tetrahydroisoquinolin-6-yl pivalate